OC[C@H](C1=CC=CC=C1)NC1=NC(=NC=C1C=1OC(=NN1)C)NC1=CC=C2C(=N1)CNC2=O (S)-2-((4-((2-hydroxy-1-phenylethyl)amino)-5-(5-methyl-1,3,4-oxadiazol-2-yl)pyrimidin-2-yl)amino)-6,7-dihydro-5H-pyrrolo[3,4-b]pyridin-5-one